[1H]-tetrazol N1N=NN=C1